disodium 3,9-perylenedicarboxylate C1=CC(=C2C=CC=C3C4=CC=C(C5=CC=CC(C1=C23)=C45)C(=O)[O-])C(=O)[O-].[Na+].[Na+]